COC=1C=C2CCN3C(C2=CC1B1OC(C(O1)(C)C)(C)C)=C(C=C3C(=O)N3[C@](CCC3)(C#N)C)C=3SC=CC3 (2R)-1-[8-methoxy-9-(4,4,5,5-tetramethyl-1,3,2-dioxaborolan-2-yl)-1-(2-thienyl)-5,6-dihydropyrrolo[2,1-a]isoquinoline-3-carbonyl]-2-methyl-pyrrolidine-2-carbonitrile